N-{(2-[{2-(trifluoromethyl)pyridin-4-yl}oxy]quinolin-4-yl)methyl}acrylamide FC(C1=NC=CC(=C1)OC1=NC2=CC=CC=C2C(=C1)CNC(C=C)=O)(F)F